C(C)(C)(C)OC(=O)N1CCC(CC1)C=1C=C(C=CC1)C=1N=NN(C1)CC1=NC=C(C(=O)OC)C=C1 methyl 6-((4-(3-(1-(tert-butoxycarbonyl)piperidin-4-yl)phenyl)-1H-1,2,3-triazol-1-yl)methyl)nicotinate